FC(C(=O)N1CC2C(C1)CN(C2)C(=O)OC(C)(C)C)(F)F tert-Butyl (exo)-5-(2,2,2-trifluoroacetyl)hexahydropyrrolo[3,4-c]pyrrole-2(1H)-carboxylate